2,5-diazabicyclo[4.1.0]heptane-2-carboxylic acid dimethylethyl ester CC(C)(C)OC(=O)N1CCNC2C1C2